3-[4-deuterio-8-methyl-1-(2,2,2-trifluoroacetyl)-2,3-dihydroquinolin-4-yl]-1-methyl-7-methylsulfanyl-4H-pyrimido[4,5-d]pyrimidin-2-one [2H]C1(CCN(C2=C(C=CC=C12)C)C(C(F)(F)F)=O)N1C(N(C2=NC(=NC=C2C1)SC)C)=O